6-fluoroisoquinolin-4-amine FC=1C=C2C(=CN=CC2=CC1)N